[(3R)-pyrrolidin-3-yl] 1-[[5-[[4-[[2-(6-methyl-2-pyridyl)pyrimidin-4-yl]amino]pyrimidin-2-yl]amino]-3-pyridyl]methyl]azetidine-3-carboxylate CC1=CC=CC(=N1)C1=NC=CC(=N1)NC1=NC(=NC=C1)NC=1C=C(C=NC1)CN1CC(C1)C(=O)O[C@H]1CNCC1